N,N-diallyl-N-butoxycarbonyl-methyl-ammonium chloride [Cl-].C(C=C)[N+](C(=O)OCCCC)(CC=C)C